hexyl cysteinate hydrochloride Cl.N[C@@H](CS)C(=O)OCCCCCC